O1CC(C1)NC(=O)C=1SC=CN1 N-(oxetan-3-yl)thiazole-2-carboxamide